N-[7-methoxy-4-(oxan-4-yl)-1H-1,3-benzodiazol-2-yl]-8-oxa-2-azaspiro[4.5]decane-2-carboxamide COC1=CC=C(C2=C1NC(=N2)NC(=O)N2CC1(CC2)CCOCC1)C1CCOCC1